N-[4-(9-phenyl-9H-carbazol-3-yl)phenyl]-N-[1,1':3,1''-terphenyl-4-yl]-9,9-dimethyl-9H-fluoren-2-amine C1(=CC=CC=C1)N1C2=CC=CC=C2C=2C=C(C=CC12)C1=CC=C(C=C1)N(C1=CC=2C(C3=CC=CC=C3C2C=C1)(C)C)C1=C(C=C(C=C1)C1=CC=CC=C1)C1=CC=CC=C1